FC=1C=C(C=C(C1)F)C1=CC=C(C=C1)OC 3,5-Difluoro-4'-methoxy-1,1'-biphenyl